5-(5-(trifluoromethyl)pyridin-2-yl)-4,5,6,7-tetrahydro-1H-imidazo[4,5-c]pyridine FC(C=1C=CC(=NC1)N1CC2=C(CC1)NC=N2)(F)F